2-(5-bromo-2-fluorophenyl)(3-oxoisoquinolin-2-yl)acetic acid BrC=1C=CC(=C(C1)C(C(=O)O)N1C=C2C=CC=CC2=CC1=O)F